exo-8-[7-(4-chloro-2-ethyl-2H-indazol-5-yl)-5H-pyrrolo[2,3-b]pyrazin-3-yl]-8-azabicyclo[3.2.1]octan-3-amine, hydrochloride salt Cl.ClC=1C2=CN(N=C2C=CC1C1=CNC2=NC(=CN=C21)N2C1CC(CC2CC1)N)CC